C(C)C(C(=O)N1C(CCCC1)C=1NC=C(N1)C1=CC=CC=C1)CC 2-Ethyl-1-(2-(4-phenyl-1H-imidazol-2-yl)piperidin-1-yl)butan-1-one